5-chloro-2-methyl-N-((1r,4r)-4-((2-oxo-3-(quinoxalin-6-yl)-2,3-dihydro-1H-benzo[d]imidazol-1-yl)methyl)cyclohexyl)nicotinamide ClC=1C=NC(=C(C(=O)NC2CCC(CC2)CN2C(N(C3=C2C=CC=C3)C=3C=C2N=CC=NC2=CC3)=O)C1)C